Tert-butyl (2R,4S)-2-((dimethyl amino)methyl)-4-fluoropyrrolidine-1-carboxylate CN(C)C[C@@H]1N(C[C@H](C1)F)C(=O)OC(C)(C)C